N-(5-(5-(1-(ethylcarbamoyl)azetidin-3-yl)-1,2,4-oxadiazol-3-yl)-3-fluoro-2-methylphenyl)imidazo[1,2-a]pyridine-3-carboxamide C(C)NC(=O)N1CC(C1)C1=NC(=NO1)C=1C=C(C(=C(C1)NC(=O)C1=CN=C2N1C=CC=C2)C)F